5-Chloro-7-(((4-methoxybenzyl)amino)methyl)chinolin-8-ol ClC1=C2C=CC=NC2=C(C(=C1)CNCC1=CC=C(C=C1)OC)O